COC(C1=CC=C(C=C1)C1(CC1)NC(=O)C=1C=NN2C1C(=CC=C2)CC2=CC=C(C=C2)C(F)(F)F)=O.C(C)C2=CC=1C(=C3C(C4=CC=CC=C4C(=C3C(C1C=C2)=O)OC2=C(C=CC=C2)C)=O)OC2=C(C=CC=C2)C 2-ethyl-5,11-dioxo-6,12-bis(o-toluyloxy)naphthacene methyl-4-[1-[[4-[[4-(trifluoromethyl)phenyl]methyl]pyrazolo[1,5-a]pyridine-3-carbonyl]amino]cyclopropyl]benzoate